1-acetyl-4-(3-(cyclopropylmethoxy)-4-(difluoromethoxy)phenyl)-N-(2,4-difluorobenzyl)pyrrolidine-2-carboxamide C(C)(=O)N1C(CC(C1)C1=CC(=C(C=C1)OC(F)F)OCC1CC1)C(=O)NCC1=C(C=C(C=C1)F)F